N[C@H]1CC[C@H](CCC1)SCC1=NC2=C(C=CC=C2C(N1)=O)C 2-(((cis-4-aminocycloheptyl)thio)methyl)-8-methylquinazolin-4(3H)-one